C(C)OC(C[C@@H](C1=CC=C(C=C1)CC1=CC=C(C=C1)C)NC(=O)NC=1C(N(C=CC1O)C)=O)=O (S)-3-(3-(4-hydroxy-1-methyl-2-oxo-1,2-dihydropyridin-3-yl)ureido)-3-(4-(4-methylbenzyl)phenyl)propanoic acid ethyl ester